[Si](C)(C)(C(C)(C)C)OCC1(CCN(CC1)C(=O)OC(C)(C)C)SS(=O)(=O)C tert-butyl 4-[[tert-butyl(dimethyl)silyl]oxymethyl]-4-methylsulfonylsulfanyl-piperidine-1-carboxylate